butyldimethyl((1-phenylvinyl)oxy)silane C(CCC)[Si](OC(=C)C1=CC=CC=C1)(C)C